C(\C=C\CCCC)=O trans-Heptenal